tert-Butyl {3-fluoro-4-[(5-nitropyridin-2-yl)oxy]phenyl}methylcarbamate FC=1C=C(C=CC1OC1=NC=C(C=C1)[N+](=O)[O-])CNC(OC(C)(C)C)=O